Cl.COC[C@H]1C[C@@H](CN1)N1N=C(C=2C1=NC=NC2N)C#CC2=CC1=C(NC(=N1)C)C=C2 1-((3s,5r)-5-(methoxymethyl)pyrrolidin-3-yl)-3-((2-methyl-1H-benzo[d]imidazol-5-yl)ethynyl)-1H-pyrazolo[3,4-d]pyrimidin-4-amine hydrochloride